tert-butyl (2S,6R)-2-{[(1S)-1-cyano-2-[4-(3-methyl-2-oxo-1,3-benzoxazol-5-yl)phenyl]ethyl]carbamoyl}-6-methoxy-1,4-oxazocane-4-carboxylate C(#N)[C@H](CC1=CC=C(C=C1)C=1C=CC2=C(N(C(O2)=O)C)C1)NC(=O)[C@H]1OCC[C@H](CN(C1)C(=O)OC(C)(C)C)OC